bis(3-trimethoxysilylpropyl)-n-methylamine CO[Si](CCCN(C)CCC[Si](OC)(OC)OC)(OC)OC